Br[Mg]C1=CC=CC=C1 Bromo(phenyl)magnesium